NC=1C(=C(C=CC1)C=1C=C2C(=NN(C2=CC1)C(C1=CC=CC=C1)(C1=CC=CC=C1)C1=CC=CC=C1)NC(=O)C1CN(CCC1)C(=O)OC(C)(C)C)F tert-Butyl 3-{[5-(3-amino-2-fluorophenyl)-1-trityl-1H-indazol-3-yl]carbamoyl}piperidine-1-carboxylate